(R)-3-(6-chloro-2-((2S,6S)-2,6-dimethylmorpholine-4-carbonyl)-1,2,3,4-tetrahydroisoquinolin-8-yl)morpholine-4-carboxylic acid tert-butyl ester C(C)(C)(C)OC(=O)N1[C@@H](COCC1)C=1C=C(C=C2CCN(CC12)C(=O)N1C[C@@H](O[C@H](C1)C)C)Cl